C(C1=CC=CC=C1)OCC=1N=C(C2=CC=CC=C2C1)N(C)C 3-((benzyloxy)methyl)-N,N-dimethylisoquinolin-1-amine